methyl 9,10-dihydro-9-oxa-10-phosphaphenanthrene-10-propionate 10-oxide C1=CC=CC=2C3=CC=CC=C3OP(C12)(CCC(=O)OC)=O